(1S,2R,3S)-N-[7-chloro-6-[4-((3R,4R)-4-fluoro-3-methyl-tetrahydrofuran-3-yl)piperazin-1-yl]-3-isoquinolinyl]-2-methyl-3-(1-methylpyrazol-4-yl)cyclopropanecarboxamide ClC1=C(C=C2C=C(N=CC2=C1)NC(=O)[C@H]1[C@@H]([C@@H]1C=1C=NN(C1)C)C)N1CCN(CC1)[C@@]1(COC[C@@H]1F)C